CC1=NC(=CC=C1)[N+](=O)[O-] 2-methyl-6-nitropyridine